1-isocyanato-3,5-dimethylbenzene N(=C=O)C1=CC(=CC(=C1)C)C